COC1=CC=C2C(=N1)CC1CCC2N1C1=CC=C(C=C1)OC (±)-2-methoxy-10-(4-methoxyphenyl)-6,7,8,9-tetrahydro-5H-5,8-epiminocyclohepta[b]pyridine